S(C)(=O)(=O)O.C(O[2H])([2H])([2H])[2H] Methanol-d4, mesylate salt